COC=1C=CC2=C(C(OC(N2)=O)=O)C1 6-methoxy-1H-3,1-benzoxazine-2,4-dione